C(C)(=O)NC1=NC=C(C(=N1)NC(C)=O)CC1=C(C=C(C(=C1)C)OC)C(C)C N-[2-Acetylamino-5-(2-isopropyl-4-methoxy-5-methyl-benzyl)-pyrimidin-4-yl]-acetamide